[C@H]1([C@H]([C@H](C([C@@]([C@H]1O)(O)P(=O)=O)(O)O)O)O)O PHOSPHOINOSITOL